ClC1=NC=C(C=C1CC(C(=O)O)(F)F)C(F)(F)F 2-chloro-α,α-difluoro-5-(trifluoromethyl)-3-pyridinepropionic acid